decane-2,8-diol CC(CCCCCC(CC)O)O